difluorotrimethylsilyl-tris-(dimethylamino)sulfonium FC([Si](C)(C)[SH+](N(C)C)(N(C)C)N(C)C)F